6,9-difluoro-l-1,16,17-trihydroxy-17-(2-hydroxyacetyl)-10,13-dimethyl-6,7,8,9,10,11,12,13,14,15,16,17-dodecahydro-3H-cyclopenta[a]phenanthren-3-one FC1C2=CC(C=C(C2(C2(CCC3(C([C@H](CC3C2C1)O)(C(CO)=O)O)C)F)C)O)=O